ethoxy-1,6-hexanediol diacrylate C(C=C)(=O)OC(CCCCCOC(C=C)=O)OCC